5-bromo-N-(2-(2-(2,6-dichlorophenyl)hydrazino)propyl)-2-(methylthio)pyrimidine-4-carboxamide BrC=1C(=NC(=NC1)SC)C(=O)NCC(C)NNC1=C(C=CC=C1Cl)Cl